Cl.COC=1C=C2C(=NC=NC2=CC1OC)N1CCN(CCC1)CCNS(=O)(=O)N N-(2-(4-(6,7-dimethoxyquinazolin-4-yl)-1,4-diazepan-1-yl)ethyl)sulfamide hydrochloride